ClC1=CN=CC(=N1)C1=NOC(=C1)[C@]1(C(N(CC1(F)F)C)=O)O (R)-3-(3-(6-Chloropyrazin-2-yl)isoxazol-5-yl)-4,4-difluoro-3-hydroxy-1-methylpyrrolidin-2-one